C(C)(C)(C)OC(=O)N1CCC(=CC1)C=1C=2C(N=CC1)=C(N(N2)C2=CC=C(C=C2)OC2=CC=CC=C2)C(=O)OCC ethyl 7-[1-(tert-butoxycarbonyl)-1,2,3,6-tetrahydropyridin-4-yl]-2-(4-phenoxyphenyl)-2H-pyrazolo[4,3-b]pyridine-3-carboxylate